FC1=C(C=CC=C1B1OC(C(O1)(C)C)(C)C)N1C(=NC=C1)C 1-(2-fluoro-3-(4,4,5,5-tetramethyl-1,3,2-dioxaborolan-2-yl)phenyl)-2-methyl-1H-imidazole